(1R)-1-(5,6-difluoro-N-methyl-1H-indole-2-carboxamido)-8,9-difluoro-6-oxo-1,4,5,6-tetrahydro-2H-pyrano[3,4-c]isoquinolin-4-yl 2-ethylbutanoate C(C)C(C(=O)OC1OC[C@@H](C2=C1NC(C=1C=C(C(=CC21)F)F)=O)N(C(=O)C=2NC1=CC(=C(C=C1C2)F)F)C)CC